(Ethylacryloxymethyl)trimethoxysilane C(C)C(OC(C=C)=O)[Si](OC)(OC)OC